butyl (R)-2-(5-((1-(dibenzo[b,d]furan-3-yl)ethyl)amino)-2-(2-fluorophenyl)-6-oxopyrimidin-1(6H)-yl)acetate C1=CC(=CC=2OC3=C(C21)C=CC=C3)[C@@H](C)NC3=CN=C(N(C3=O)CC(=O)OCCCC)C3=C(C=CC=C3)F